C1(CCCCC1)C1=CC=C(C=C1)C1=CC=C(C=C1)C1CCCCC1 4,4'-dicyclohexylbiphenyl